4-(2-(aminooxy)acetamido)pimelamide NOCC(=O)NC(CCC(=O)N)CCC(=O)N